C(C)(=O)N1CCC(CC1)C=1C=C(C=CC1)[C@@H]1N(CCCC1)C(C(=O)NC=1C=NC=C(C1)C)=O |o1:15| rel-(R)-2-(2-(3-(1-acetylpiperidin-4-yl)phenyl)piperidin-1-yl)-N-(5-methylpyridin-3-yl)-2-oxoacetamide